C1(CC1)C=1C=CC=2N(C1)C=C(N2)CNC2=CC(=NC=N2)NC(=O)[C@@H]2[C@H](C2)C2=C(C=CC(=C2)Cl)Cl |r| rac-(1S*,2S*)-N-(6-(((6-cyclopropylimidazo[1,2-a]pyridin-2-yl)methyl)amino)pyrimidin-4-yl)-2-(2,5-dichlorophenyl)cyclopropane-1-carboxamide